N-hydroxy-3-oxo-4-((2-phenylthiazol-4-yl)methyl)-3,4-dihydro-2H-benzo[b][1,4]oxazine-6-carboxamide ONC(=O)C1=CC2=C(OCC(N2CC=2N=C(SC2)C2=CC=CC=C2)=O)C=C1